C(#N)C=1C=CC(=C(C1)B(O)O)OC(F)(F)F 5-CYANO-2-(TRIFLUOROMETHOXY)PHENYLBORONIC ACID